4-([1,1'-biphenyl]-2-yl)-6-methyl-2H-pyran-2-one C1(=C(C=CC=C1)C1=CC(OC(=C1)C)=O)C1=CC=CC=C1